(5'S,7a'R)-5'-(3,5-difluorophenyl)-1-(5-methyl-1,2,4-oxadi-azole-3-carbonyl)-tetrahydro-3'H-spiro[piperidine-4,2'-pyrrolo[2,1-b][1,3]oxazol]-3'-one FC=1C=C(C=C(C1)F)[C@@H]1CC[C@H]2OC3(C(N21)=O)CCN(CC3)C(=O)C3=NOC(=N3)C